ClC1=C(C=CC=C1Cl)N1CCN(CC1)CC[C@@H]1CC[C@H](CC1)NC(COCC)=O N-(trans-4-(2-(4-(2,3-Dichlorophenyl)piperazin-1-yl)ethyl)cyclohexyl)-2-ethoxyacetamide